C1(CC1)C1=NSC(=N1)C1=NN=C2N1CCNC2CCC#N 3-(3-(3-cyclopropyl-1,2,4-thiadiazol-5-yl)-5,6,7,8-tetrahydro-[1,2,4]triazolo[4,3-a]pyrazin-8-yl)propionitrile